NC1=C(C=CC(=C1)C1CC1)S(=O)(=O)N(C)CC1=C(C=C(C=C1)OC)OC 2-amino-4-cyclopropyl-N-(2,4-dimethoxybenzyl)-N-methylbenzenesulfonamide